FC(CC)(F)N1N=CC=2C=NC(=CC21)C(=O)N[C@H]2COC1=C(N(C2=O)C)C=CC=C1 1-(1,1-difluoropropyl)-N-[(3S)-5-methyl-4-oxo-2,3-dihydro-1,5-benzoxazepine-3-yl]Pyrazolo[4,3-c]Pyridine-6-carboxamide